FC(C(C(F)(F)F)(O)CNCC=1C=C(C2=C(N=C(O2)C=2C=C(C=CC2)C2=C(C=C(C=C2)F)C2=NN=CN2C)C1)C(F)(F)F)(F)F 1,1,1,3,3,3-Hexafluoro-2-((((2-(4'-fluoro-2'-(4-methyl-4H-1,2,4-triazol-3-yl)-[1,1'-biphenyl]-3-yl)-7-(trifluoromethyl)benzo[d]oxazol-5-yl)methyl)amino)methyl)propan-2-ol